C(C)(C)(C)OC(=O)C1=CC=C(C=C1)[I+]C1=CC=C(C=C1)C(=O)OC(C)(C)C bis(4-t-butoxycarbonylphenyl)iodonium